C(C1=CC=CC=C1)N1C(C(C(=C1C1=C(C=C(C=C1)Cl)Cl)C)(C[Se]CC1=CC=CC=C1)C)=O 1-Benzyl-5-(2,4-dichlorophenyl)-3,4-dimethyl-3-((benzylseleno)methyl)-1H-pyrrol-2(3H)-one